1-[3-(5-fluoro-7-methoxy-1H-1,3-benzodiazol-2-yl)-5-(3-fluoro-5-methylphenyl)-2-(3-fluoroazetidin-1-yl)pyridin-4-yl]piperidin-4-amine FC1=CC2=C(NC(=N2)C=2C(=NC=C(C2N2CCC(CC2)N)C2=CC(=CC(=C2)C)F)N2CC(C2)F)C(=C1)OC